1-(6-((4,4-difluorocyclohexyl)amino)-2-(4-methylthiazol-2-yl)pyrimidin-4-yl)ethan-1-ol FC1(CCC(CC1)NC1=CC(=NC(=N1)C=1SC=C(N1)C)C(C)O)F